NC1(CN(C1)CC1=CN(C(O1)=O)[C@@H](C)C=1C=CC=C2C(=C(NC12)C(=O)O)C1=CC(=C(C=C1)CS(=O)(=O)C)F)C (S)-7-(1-(5-((3-amino-3-methylazetidin-1-yl)methyl)-2-oxooxazol-3(2H)-yl)ethyl)-3-(3-fluoro-4-((methylsulfonyl)methyl)phenyl)-1H-indole-2-carboxylic acid